7-trifluoromethyl-7α,25-dihydroxycholesterol FC([C@@]1([C@H]2[C@@H]3CC[C@H]([C@@H](CCCC(C)(C)O)C)[C@]3(CC[C@@H]2[C@]2(CC[C@@H](CC2=C1)O)C)C)O)(F)F